N-(4-(2-((4-(6-((4-hydroxy-1-(3-phenylbutanoyl)piperidin-4-yl)methyl)-2-methyl-7-oxo-6,7-dihydro-2H-pyrazolo[4,3-d]pyrimidin-3-yl)benzyl)amino)acetamido)butyl)acetamide OC1(CCN(CC1)C(CC(C)C1=CC=CC=C1)=O)CN1C=NC=2C(C1=O)=NN(C2C2=CC=C(CNCC(=O)NCCCCNC(C)=O)C=C2)C